[(2S,3S,4R,5R)-5-[2-chloro-4-[[(1S)-1-(2,4-difluorophenyl)ethyl]-amino]pyrrolo[2,3-d]-pyrimidin-7-yl]-3,4-dihydroxy-tetrahydro-furan-2-yl]methyl-sulfonylmethylphosphonic acid ClC=1N=C(C2=C(N1)N(C=C2)[C@H]2[C@@H]([C@@H]([C@H](O2)CS(=O)(=O)CP(O)(O)=O)O)O)N[C@@H](C)C2=C(C=C(C=C2)F)F